CC=1C(=C2C=CNC2=C(C1)C)C[C@H]1[C@@H](CN(CCC1)CC)C1=CC=C(C(=O)O)C=C1 4-((3R,4S)-4-((5,7-dimethyl-1H-indol-4-yl)methyl)-1-ethylazepan-3-yl)benzoic acid